1-(2,3-dihydroxypropanoyl)-N-methyl-N-{(1S)-2,2,2-trifluoro-1-[4-({7-[(1S)-1-methoxyethyl]-2-methyl[1,3]thiazolo[5,4-b]pyridin-6-yl}amino)phenyl]ethyl}piperidine-4-carboxamide OC(C(=O)N1CCC(CC1)C(=O)N([C@H](C(F)(F)F)C1=CC=C(C=C1)NC=1C(=C2C(=NC1)SC(=N2)C)[C@H](C)OC)C)CO